(4-(2-Chloropyridin-4-yl)-2-((3-fluoro-4-(methylsulfonyl)phenyl)amino)thiazol-5-yl)methanol ClC1=NC=CC(=C1)C=1N=C(SC1CO)NC1=CC(=C(C=C1)S(=O)(=O)C)F